bis(2-butyloctyl) 10-[(1-methyl-4-piperidyl)methyl-octylsulfinyl-amino]nonadecanedioate CN1CCC(CC1)CN(C(CCCCCCCCC(=O)OCC(CCCCCC)CCCC)CCCCCCCCC(=O)OCC(CCCCCC)CCCC)S(=O)CCCCCCCC